N=1C=C(N2C1C=CC=C2)C(=O)N2CC1=C(CC2)C(=CS1)C(=O)NC1=NOC(=C1)C(C(F)(F)F)(C)C 6-(Imidazo[1,2-a]pyridin-3-carbonyl)-N-(5-(1,1,1-trifluoro-2-methylpropan-2-yl)isoxazol-3-yl)-4,5,6,7-tetrahydrothieno[2,3-c]pyridin-3-carboxamid